C1(CC1)C=1C(=C2C(C(N(C2=C(C1)F)C=1C(N(C2=CC=CC=C2C1)CCCC(=O)O)=O)=O)(C)C)F 4-(3-(5-cyclopropyl-4,7-difluoro-3,3-dimethyl-2-oxoindolin-1-yl)-2-oxoquinolin-1(2H)-yl)butanoic acid